ClC1=NC=C(C(=C1)N1CCC(CC1)O)C#CC=1C=NN(C1)C1C(C1)(F)F (2-chloro-5-((1-(2,2-difluorocyclopropyl)-1H-pyrazol-4-yl)ethynyl)pyridin-4-yl)piperidin-4-ol